4-fluoro-1-methyl-2-(4-(methylsulfonyl)phenyl)-6-(piperidin-4-yl)-1H-benzo[d]imidazole hydrochloride Cl.FC1=CC(=CC=2N(C(=NC21)C2=CC=C(C=C2)S(=O)(=O)C)C)C2CCNCC2